FC(C1=NN=C(O1)C1=C(C=C(CN(S(=O)(=O)C)C2=CC=CC=C2)C=C1)F)F N-(4-(5-(difluoromethyl)-1,3,4-oxadiazol-2-yl)-3-fluorobenzyl)-N-phenylmethanesulfonamide